(R)-N-((S)-8-(5-((4-chloro-2-methyl-2H-indazol-5-yl)thio)-1-methyl-6-carbonyl-1,6-dihydropyrimidin-2-yl)-2-oxa-8-azaspiro[4.5]decan-4-yl)-2-methylpropane-2-sulfinamide ClC=1C2=CN(N=C2C=CC1SC1=CN=C(N(C1=C=O)C)N1CCC2([C@@H](COC2)N[S@](=O)C(C)(C)C)CC1)C